NC(C)C=1C=C(C=C2C(=C(C(=NC12)C1CCOCC1)C)C#N)C 8-(1-aminoethyl)-3,6-dimethyl-2-tetrahydropyran-4-yl-quinoline-4-carbonitrile